CC1=NC=C(C(=N1)C1=CC=C(C=C1)C1=CNC2=NC=C(C=C21)C=2C=CC1=C(CC[C@H](CC1)N1C3COCC1C3)C2)C 6-[(7S)-2-{3-[4-(2,5-Dimethylpyrimidin-4-yl)phenyl]-1H-pyrrolo[2,3-b]pyridin-5-yl}-6,7,8,9-tetrahydro-5H-benzo[7]annulen-7-yl]-3-oxa-6-azabicyclo[3.1.1]heptane